(1-((3-((1-((2-(2,6-dioxopiperidin-3-yl)-1,3-dioxoisoindolin-5-yl)methyl)azetidin-3-yl)oxy)phenyl)-sulfonyl)piperidin-4-yl)carbamate O=C1NC(CCC1N1C(C2=CC=C(C=C2C1=O)CN1CC(C1)OC=1C=C(C=CC1)S(=O)(=O)N1CCC(CC1)NC([O-])=O)=O)=O